C(C)(C)(C)OC(NC1(CC1)CN(CCO)CC1=CC=CC=C1)=O (1-((benzyl-(2-hydroxyethyl)amino)methyl)cyclopropyl)carbamic acid tert-butyl ester